NC1=NN2C(C=C(C=C2)C=2C(=C(C(=O)NCC(C(O)C3=CC=C(C=C3)F)(F)F)C=CC2F)C)=N1 (2-amino-[1,2,4]triazolo[1,5-a]pyridin-7-yl)-N-(2,2-difluoro-3-(4-fluorophenyl)-3-hydroxypropyl)-4-fluoro-2-methylbenzamide